5-(6-methyl-2-(3-(trifluoromethyl)pyrrolidin-1-yl)pyrimidin-4-yl)-1,3,4-oxadiazole CC1=CC(=NC(=N1)N1CC(CC1)C(F)(F)F)C1=NN=CO1